tert-butyl 4-(3-((4-(((benzyloxy)carbonyl)amino)piperidin-1-yl)sulfonyl)phenyl)piperazine-1-carboxylate C(C1=CC=CC=C1)OC(=O)NC1CCN(CC1)S(=O)(=O)C=1C=C(C=CC1)N1CCN(CC1)C(=O)OC(C)(C)C